N1=CC=CC2=C(C=C3C=CC=NC3=C12)NC(CCCCCCC)=O N-(1,10-Phenanthrolin-5-yl)octanamide